4-(2-(4-pyridyl)ethenyl)-2,2'-bipyridine N1=CC=C(C=C1)C=CC1=CC(=NC=C1)C1=NC=CC=C1